ClC=1C(=C(C=O)C=CN1)O 2-CHLORO-3-HYDROXYISONICOTINALDEHYDE